trans-2-(Pyridin-2-yl)-5-(2-(3,4,5-trimethoxyphenyl)cyclopropyl)pyrimidine N1=C(C=CC=C1)C1=NC=C(C=N1)[C@H]1[C@@H](C1)C1=CC(=C(C(=C1)OC)OC)OC